C1(CCCC1)CCN1CCCCC1 1-(2-cyclopentylethyl)piperidin